N-(2-(butyl(ethyl)amino)ethyl)-3-(4-chlorophenyl)-1-methyl-1H-thieno[2,3-c]pyrazole-5-carboxamide C(CCC)N(CCNC(=O)C1=CC2=C(N(N=C2C2=CC=C(C=C2)Cl)C)S1)CC